5-[(4-{[(1S)-2-hydroxy-1-phenylethyl]amino}-5-[5-(2-hydroxypropan-2-yl)-1,3,4-oxadiazol-2-yl]pyrimidin-2-yl)amino]-3,3-dimethyl-1,3-dihydro-2-benzofuran-1-one OC[C@H](C1=CC=CC=C1)NC1=NC(=NC=C1C=1OC(=NN1)C(C)(C)O)NC1=CC2=C(C(OC2(C)C)=O)C=C1